((5-fluoro-4-(3-isopropyl-2-methyl-2H-indazol-5-yl)pyrimidin-2-yl)amino)-7,8-dihydro-1,6-naphthyridine FC=1C(=NC(=NC1)NC1=NC=2CCN=CC2C=C1)C1=CC2=C(N(N=C2C=C1)C)C(C)C